FC(C=1C(=C(C=CC1)[C@@H](C)NC=1C2=C(N=CN1)N(C(C(=C2)C2CCS(CC2)(=O)=O)=O)CCCOCCCC=O)F)(C2CCNCC2)F (R)-4-(3-(4-((1-(3-(difluoro(piperidin-4-yl)methyl)-2-fluorophenyl)ethyl)amino)-6-(1,1-dioxidotetrahydro-2H-thiopyran-4-yl)-7-oxopyrido[2,3-d]pyrimidin-8(7H)-yl)propoxy)butanal